methyl (2S,4R)-4-((6-chloro-5-(4'-((3-((2-hydroxyethoxy)methyl)azetidin-1-yl)methyl)-[1,1'-biphenyl]-4-yl)-1H-imidazo[4,5-b]pyridin-2-yl)oxy)tetrahydro-2H-pyran-2-carboxylate ClC=1C=C2C(=NC1C1=CC=C(C=C1)C1=CC=C(C=C1)CN1CC(C1)COCCO)N=C(N2)O[C@H]2C[C@H](OCC2)C(=O)OC